CON=CC(=O)O 2-(methoxyimino)ethanoic acid